BrC=1C(=NC=CC1)OCC1=C(C=C(C=C1)Cl)F bromo-2-[(4-chloro-2-fluorobenzyl)oxy]pyridine